methyl (2R,3S)-2-(((cis-4-(4-hydroxyphenyl)cyclohexyl)oxy)-methyl)-3-((methylsulfonyl)amino)piperidine-1-carboxylate OC1=CC=C(C=C1)[C@H]1CC[C@H](CC1)OC[C@@H]1N(CCC[C@@H]1NS(=O)(=O)C)C(=O)OC